[Zn+2].NCC(=O)[O-].NCC(=O)[O-] glycine zinc salt